C(C=C)(=O)O.C(C=C)(=O)O.C(=C)O vinyl alcohol diacrylate